C(C=C)(=O)N1CCC(CC1)[C@@H]1CCNC=2N1N=C(C2C(=O)N)C2=CC=C(C=C2)OC2=CC=CC=C2 (S)-7-(1-acryloylpiperidin-4-yl)-2-(4-phenoxyphenyl)-4,5,6,7-tetrahydropyrazolo[1,5-a]pyrimidine-3-carboxamide